(R)-1-(2-chloro-pyridin-3-yl)-ethyl (4-(5-((3-fluorobicyclo-[1.1.1]pentan-1-yl)carbamoyl)-pyridin-2-yl)-1-methyl-1H-1,2,3-triazol-5-yl)carbamate FC12CC(C1)(C2)NC(=O)C=2C=CC(=NC2)C=2N=NN(C2NC(O[C@H](C)C=2C(=NC=CC2)Cl)=O)C